COC1=CC=C(C=C1)CN1N=C2N(C=C(C=C2)N2C(CNCC2)=O)C1=O 2-[(4-methoxyphenyl)methyl]-6-(2-oxopiperazin-1-yl)-[1,2,4]triazolo[4,3-a]pyridin-3-one